cis-3,5-dimethyl-morpholine C[C@@H]1N[C@@H](COC1)C